tert-butyl 4-(5-(4,6-dimethylpyrazolo[1,5-a]pyrazin-2-yl)-2H-pyrazolo[4,3-b]pyridin-2-yl)piperidine-1-carboxylate CC=1C=2N(C=C(N1)C)N=C(C2)C=2C=CC=1C(N2)=CN(N1)C1CCN(CC1)C(=O)OC(C)(C)C